S(N)(OCC=1N(C2=CC=C(C=C2C1C=NOC)F)C1CCN(CC1)[C@@H]1CC[C@@H](CC1)C(C)C)(=O)=O (5-fluoro-1-(1-(cis-4-isopropylcyclohexyl)piperidin-4-yl)-3-((methoxyimino)methyl)-1H-indol-2-yl)methyl sulfamate